(S)-(3-Fluorophenyl)(4-(4-(trifluoromethoxy)phenethyl)-7-azabicyclo-[2.2.1]heptan-1-yl)methanol hydrochloride Cl.FC=1C=C(C=CC1)[C@H](O)C12CCC(CC1)(N2)CCC2=CC=C(C=C2)OC(F)(F)F